2-((1,3-dioxoisoindolin-2-yl)methyl)piperazine-1-carboxylic acid tert-butyl ester C(C)(C)(C)OC(=O)N1C(CNCC1)CN1C(C2=CC=CC=C2C1=O)=O